C(C1=CC=CC=C1)N(C1CCC(CC1)C(=O)N1CC(C2=NC=CC=C21)(C)C)C ((1r,4r)-4-(benzyl(methyl)amino)cyclohexyl)(3,3-dimethyl-2,3-dihydro-1H-pyrrolo[3,2-b]pyridin-1-yl)methanone